5-METHYL-4-HEXENOIC ACID CC(=CCCC(=O)O)C